CC1=NC2=CC=C(C=C2C(=C1)NC=1C=NC(=CC1)C1=NC=2C(=NC=C(C2)NC2=CC(=NC=C2)C)N1)N1CCOCC1 2-methyl-N-(6-(6-(2-methylpyridin-4-ylamino)-3H-imidazo[4,5-b]pyridin-2-yl)pyridin-3-yl)-6-morpholinylquinolin-4-amine